4-(4-acryloyl-cis-3,5-dimethylpiperazin-1-yl)-1-(4,6-diisopropylpyrimidin-5-yl)-6-fluoro-7-(2-fluorophenyl)pyrido[2,3-d]pyrimidin-2(1H)-one C(C=C)(=O)N1[C@@H](CN(C[C@@H]1C)C=1C2=C(N(C(N1)=O)C=1C(=NC=NC1C(C)C)C(C)C)N=C(C(=C2)F)C2=C(C=CC=C2)F)C